C(C1=CC=CC=C1)N1C([C@H]2CCCN[C@H]2C1=O)=O (1R,6S)-8-benzyl-7,9-dioxo-2,8-diazabicyclo[4.3.0]nonane